benzyl Nα-(N2,N6-bis(tert-butoxycarbonyl)-L-lysyl)-1-methyl-D-tryptophanate C(C)(C)(C)OC(=O)N[C@@H](CCCCNC(=O)OC(C)(C)C)C(=O)N[C@H](CC1=CN(C2=CC=CC=C12)C)C(=O)OCC1=CC=CC=C1